C1CCCC=2C(C3=CC=CC=C3C(C12)=O)=O 1,2,3,4-tetrahydro-9,10-anthraquinone